2-((2-phenyl-4-(2',3',4',5'-tetrahydro-[1,1'-biphenyl]-4-yl)-1H-benzo[d]imidazol-1-yl)methyl)benzoic acid C1(=CC=CC=C1)C1=NC2=C(N1CC1=C(C(=O)O)C=CC=C1)C=CC=C2C2=CC=C(C=C2)C=2CCCCC2